O1CCC(=CC1)C=1N=C(C2=C(N1)C(N(C2)C(C)C)=O)NC2=CC=C(C=C2)C2=C(C=CC=C2)C 2-(3,6-dihydro-2H-pyran-4-yl)-4-[(2'-methyl-[1,1'-biphenyl]-4-yl)amino]-6-(prop-2-yl)-5,6-dihydro-7H-pyrrolo[3,4-d]pyrimidin-7-one